N-(5-(8-ethyl-2-(((1r,4r)-4-(methylylamino)cyclohexyl)amino)quinazolin-6-yl)-6-methoxypyridin-2-yl)-2-methylbenzenesulfonamide C(C)C=1C=C(C=C2C=NC(=NC12)NC1CCC(CC1)N=C)C=1C=CC(=NC1OC)NS(=O)(=O)C1=C(C=CC=C1)C